C(C)C1=CC=C(C(=N1)C)C1=NN2C(N=CC=C2)=C1C(=O)N[C@@H]1C(NC2=C(C(=N1)C1=CC=CC=C1)C=CC=C2)=O 2-(6-ethyl-2-methylpyridin-3-yl)-N-[(3S)-2-oxo-5-phenyl-2,3-dihydro-1H-1,4-benzodiazepine-3-Yl]pyrazolo[1,5-a]pyrimidine-3-carboxamide